NC=1N=NC(=CC1N1C[C@H](OCC1)C1=C(C(=C(C(=O)N2CCC(CC2)CN2CCC(CC2)N2C(=CC3=C(C=CC=C23)N2CNCC=C2)C)C=C1)C)C)C1=C(C=CC=C1)O |o1:9| (R*)-1-(1-(1-((1-(4-(4-(3-Amino-6-(2-hydroxyphenyl)pyridazin-4-yl)morpholin-2-yl)-2,3-dimethylbenzoyl)piperidin-4-yl)methyl)piperidin-4-yl)-2-methyl-1H-indol-4-yl)dihydropyrimidine